7-chloro-5-methyl-4-oxo-1-[3-(propan-2-yl)-1,2,4-thiadiazol-5-yl]-1,4-dihydro-1,8-naphthyridine-3-carboxylic acid ClC1=CC(=C2C(C(=CN(C2=N1)C1=NC(=NS1)C(C)C)C(=O)O)=O)C